NC1=CC(=C(C=N1)C1CCN(CC1)C(=O)C1=NC=C(C(=C1)OC)OCCC1=CC=CC=C1)OC (6-Amino-4-methoxy-3',4',5',6'-tetrahydro-2'H-[3,4']bipyridinyl-1'-yl)-(4-methoxy-5-phenethyloxy-pyridin-2-yl)-methanone